C(CCC)C1C2C3C4C=CC(C3(C(C1)C2)C(=O)NCC)C4 8-butylethylaminocarbonyl-tetracyclo[4.4.0.12,5.17,10]-3-dodecene